ClC1=NC=C(C(=C1)C1=C(C=NC(=C1)C)C(=O)NC=1SC2=C(N1)CN(C2)C(=O)C2=NC=CC=N2)OC 2'-chloro-5'-methoxy-6-methyl-N-(5-(pyrimidine-2-carbonyl)-5,6-dihydro-4H-pyrrolo[3,4-d]thiazol-2-yl)-[4,4'-bipyridine]-3-carboxamide